C(C)C1COC(CC1)CC 3,6-diethyltetrahydro-2h-pyran